C1(CC1)C1=NN(C=C1C1=NC=CN=C1)[C@@H]1C[C@H](C1)CNC=1C=C2C(N(C(C2=CC1)=O)C1C(NC(CC1)=O)=O)=O 5-(((trans-3-(3-cyclopropyl-4-(pyrazin-2-yl)-1H-pyrazol-1-yl)cyclobutyl)methyl)amino)-2-(2,6-dioxopiperidin-3-yl)isoindoline-1,3-dione